5-methoxy-8-[4-(4-methyl-3-pentenyloxy)-3-methyl-phenyl]-4-[(1-naphthyl)methyl]-2-oxo-7-thia-1-azabicyclo[4.3.0]non-3,5,8-triene-9-carboxylic acid COC=1C(=CC(N2C(=C(SC12)C1=CC(=C(C=C1)OCCC=C(C)C)C)C(=O)O)=O)CC1=CC=CC2=CC=CC=C12